4-[5-(4-bromophenyl)-1-[2-(trifluoromethyl)phenyl]pyrrol-2-yl]-N-[2-(dimethylamino)ethyl]-benzenesulfonamide hydrochloride Cl.BrC1=CC=C(C=C1)C1=CC=C(N1C1=C(C=CC=C1)C(F)(F)F)C1=CC=C(C=C1)S(=O)(=O)NCCN(C)C